C(C)(C)(C)C=1C=CC(=C(C1)S(=O)(=O)N)OC(F)F 5-(tert-butyl)-2-(difluoromethoxy)benzenesulfonamide